O(P(O)(=O)OP(=O)([O-])OP(=O)([O-])[O-])C[C@H]1O[C@H]([C@@H]([C@@H]1O)O)C=1C(NC(N(C1)C1CCCCC1)=O)=O ((2R,3S,4R,5S)-5-(1-cyclohexyl-2,4-dioxo-1,2,3,4-Tetrahydropyrimidin-5-yl)-3,4-dihydroxytetrahydrofuran-2-yl)methyl hydrogen triphosphate